C(#N)C1=NC=C(C(=C1)C1=CC=2N(C=C1)N=C(C2)NC(=O)C2CC2)OC[C@](C(F)(F)F)(C)O (S)-N-(5-(2-Cyano-5-(3,3,3-trifluoro-2-hydroxy-2-methylpropoxy)pyridin-4-yl)pyrazolo[1,5-a]pyridin-2-yl)cyclopropanecarboxamide